C(C)(C)(C)OC(=O)N[C@@H](C(=O)N1[C@@H](CCCC1)C(=O)OC)CC1=CC=C(C=C1)Cl methyl (S)-1-((R)-2-((tert-butoxycarbonyl)amino)-3-(4-chlorophenyl)propanoyl)piperidine-2-carboxylate